N1[14C](N)=NC=2N=CNC2C1=O [14C]guanine